NC1=C(C=NN1)C(=O)NC1=C(C=CC=C1)C 5-amino-N-(o-tolyl)-1H-pyrazole-4-carboxamide